3-(1,3-oxazol-2-ylmethyl)-1,3-benzodiazole-5-carboxylic acid O1C(=NC=C1)CN1C=NC2=C1C=C(C=C2)C(=O)O